4-chloro-2-(methylsulfanyl)-5,6,7,8-tetrahydropyrido[2,3-d]pyrimidine ClC=1C2=C(N=C(N1)SC)NCCC2